NC1=CC(=CC(=N1)C(=O)NCC)C1=NC(=CC(=N1)N=S(=O)(C)C)N1[C@@H](COCC1)C (R)-6-amino-4-(4-((dimethyl(oxo)-λ6-sulfaneylidene)amino)-6-(3-methylmorpholino)pyrimidin-2-yl)-N-ethylpicolinamide